[7-[2-[(1S,2R,3S,4R)-4-(4-aminopyrrolo[2,3-d]pyrimidin-7-yl)-2,3-dihydroxy-1-methyl-cyclopentyl]ethyl]-2-quinolyl]carbamate NC=1C2=C(N=CN1)N(C=C2)[C@H]2[C@@H]([C@@H]([C@@](C2)(C)CCC2=CC=C1C=CC(=NC1=C2)NC([O-])=O)O)O